(E)-1-[2,6-Dihydroxy-4-[3,4,5-trihydroxy-6-(hydroxymethyl)oxan-2-yl]oxyphenyl]-3-(4-hydroxyphenyl)prop-2-en-1-one OC1=C(C(=CC(=C1)OC1OC(C(C(C1O)O)O)CO)O)C(\C=C\C1=CC=C(C=C1)O)=O